(R)-N-(5-((4-(3-(3,5-difluorophenyl)isoxazolidin-2-yl)-1,3,5-triazine-2-yl)amino)-2-((2-(dimethylamino)ethyl)(methyl)amino)-4-methoxyphenyl)acrylamide FC=1C=C(C=C(C1)F)[C@@H]1N(OCC1)C1=NC(=NC=N1)NC=1C(=CC(=C(C1)NC(C=C)=O)N(C)CCN(C)C)OC